C1(=CC=C(C=C1)CC(=O)O)CCC1=CC=C(C=C1)CC(=O)O 4,4'-bibenzyl-diacetic acid